CN(C(OC(C)(C)C)=O)CCN(CC=1N(N=CC1B1OC(C(O1)(C)C)(C)C)C)C tert-butyl N-methyl-N-[2-[methyl-[[2-methyl-4-(4,4,5,5-tetramethyl-1,3,2-dioxaborolan-2-yl)pyrazol-3-yl]methyl] amino]ethyl]carbamate